ClC=1C=C(C=C2C(=C(C=NC12)C#N)NCC(C)(C)C)N[C@H](C=1C(=NC(=CC1)F)C)C=1N=NN(C1)C1(CC1)C(F)F (R)-8-chloro-6-(((1-(1-(difluoromethyl)cyclopropyl)-1H-1,2,3-triazol-4-yl)(6-fluoro-2-methylpyridin-3-yl)methyl)amino)-4-(neopentylamino)quinoline-3-carbonitrile